(4aS,5aR)-N-[1-(1-{1-[4-(2,4-dioxo-1,3-diazinan-1-yl)phenyl]piperidine-4-carbonyl}piperidin-4-yl)pyrazol-4-yl]-5,5-difluoro-5a-methyl-1H,4H,4aH,6H-cyclopropa[f]indazole-3-carboxamide O=C1N(CCC(N1)=O)C1=CC=C(C=C1)N1CCC(CC1)C(=O)N1CCC(CC1)N1N=CC(=C1)NC(=O)C1=NNC=2C[C@@]3([C@H](CC12)C3(F)F)C